chloroallylidene diacetate C(C)(=O)OC(C=CCl)OC(C)=O